O=S1(OCC(N1)C(=O)O)=O 2,2-dioxooxathiazolidine-4-carboxylic acid